N-{(2S,3R)-4,4-difluoro-1-(oxetane-2-carbonyl)-2-[(2,2',4',5'-tetrafluoro[1,1'-biphenyl]-3-yl)methyl]pyrrolidin-3-yl}ethanesulfonamide FC1([C@@H]([C@@H](N(C1)C(=O)C1OCC1)CC=1C(=C(C=CC1)C1=C(C=C(C(=C1)F)F)F)F)NS(=O)(=O)CC)F